NC1=C2C=C(N(C2=C(C=C1)Cl)C(=O)OC(C)(C)C)CN1C(C2=CC=CC=C2C1=O)=O tert-Butyl 4-amino-7-chloro-2-((1,3-dioxoisoindolin-2-yl)methyl)-1H-indole-1-carboxylate